N-(4,4-difluoropiperidin-3-yl)-2-methyl-5-((4-methylthiazol-5-yl)methoxy)benzofuran FC1(C(CNCC1)N1CSC(=C1C)COC=1C=CC2=C(C=C(O2)C)C1)F